CCN(CC)CCOC(=O)C1=C(C=C(C=C1)N)Cl The molecule is procaine in which one of the hydrogens ortho- to the carboxylic acid group is substituted by chlorine. It is used as its monohydrochloride salt as a local anaesthetic, particularly for oral surgery. It has the advantage over lidocaine of constricting blood vessels, so reducing bleeding. It has a role as a local anaesthetic, a peripheral nervous system drug and a central nervous system depressant. It is a benzoate ester and a member of monochlorobenzenes. It derives from a 2-diethylaminoethanol and a 4-amino-2-chlorobenzoic acid.